N,N-dimethyl-1-(5-methyl-1H-indol-3-yl)methylamine CN(C)CC1=CNC2=CC=C(C=C12)C